(S)-6-((6-allyl-7,7-dimethyl-5-oxo-6,7-dihydro-5H-pyrrolo[3,4-b]pyridin-2-yl)amino)-4-((2-hydroxy-1-phenylethyl)amino)nicotinic acid C(C=C)N1C(C2=NC(=CC=C2C1=O)NC1=NC=C(C(=O)O)C(=C1)N[C@H](CO)C1=CC=CC=C1)(C)C